C(C)(C)(C)OC(=O)N(C(OC(C)(C)C)=O)C1=CC(=NC(=C1)Cl)Cl Tert-butyl N-tert-butoxycarbonyl-N-(2,6-dichloro-4-pyridyl)carbamate